2-((S)-1-(1-(5-ethylpyrimidin-2-yl)piperidin-4-yl)ethoxy)-5-(2-chloropyrimidin-5-yl)thiazolo[5,4-b]pyridine C(C)C=1C=NC(=NC1)N1CCC(CC1)[C@H](C)OC=1SC2=NC(=CC=C2N1)C=1C=NC(=NC1)Cl